(2-(dimethylamino)ethyl)adamantane-1-carboxamide CN(CCC1C2(CC3CC(CC1C3)C2)C(=O)N)C